(1R,3S)-3-(3-{[(2-sulfamoylphenyl)acetyl]-amino}-1H-pyrazol-5-yl)cyclopentyl propylcarbamate C(CC)NC(O[C@H]1C[C@H](CC1)C1=CC(=NN1)NC(CC1=C(C=CC=C1)S(N)(=O)=O)=O)=O